NC1=CC=C(C=C1)C(C(=O)C1=CC=C(C=C1)N)=O 1,2-bis(4-aminophenyl)ethane-1,2-dione